tert-butyl (R)-(1-hydroxy-2-methylhexan-2-yl)carbamate OC[C@](CCCC)(C)NC(OC(C)(C)C)=O